2-[(dodecylsulfanylthiocarbonyl)sulfanyl]propanoic acid C(CCCCCCCCCCC)SC(=S)SC(C(=O)O)C